4-((S)-4-Acryloyl-2-methylpiperazin-1-yl)-1-(2-cyclopropyl-6-(methylsulfonyl)phenyl)-6-Fluoro-7-(2-Fluoro-6-hydroxyphenyl)pyrido[2,3-d]pyrimidin-2(1H)-one C(C=C)(=O)N1C[C@@H](N(CC1)C=1C2=C(N(C(N1)=O)C1=C(C=CC=C1S(=O)(=O)C)C1CC1)N=C(C(=C2)F)C2=C(C=CC=C2O)F)C